BrC1=CC(=C2N(C1=O)C1(C(CCCC1)F)NC2=O)Cl 6-bromo-8-chloro-2'-fluoro-spiro[2H-imidazo[1,5-a]pyridine-3,1'-cyclohexane]-1,5-dione